N1C=C(C2=CC=CC=C12)CC[C@H](C(=O)O)NC(CNC(CCCC1CCNCC1)=O)=O (2R)-4-(1H-indol-3-yl)-2-[[2-(4-piperidin-4-ylbutanoylamino)acetyl]amino]butanoic acid